CC(C)(C)C1=NN=C2N1N=C(C=C2)N2CC1=C(N=CNC1=O)CC2 6-[3-(1,1-dimethylethyl)-1,2,4-triazolo[4,3-b]pyridazin-6-yl]-5,6,7,8-tetrahydro-pyrido[4,3-d]pyrimidin-4(3H)-one